C(C)OC=1C=C(C=CC1F)N(C(=O)C=1C=C(C=2N(C1)C(=CN2)C=2C=CC(=NC2)NC(OC)=O)C)C methyl N-[5-[6-[(3-ethoxy-4-fluoro-phenyl)-methyl-carbamoyl]-8-methyl-imidazo[1,2-a]pyridin-3-yl]-2-pyridyl]carbamate